3-(2,2-diphenyl-2-(1-((tetrahydro-2H-pyran-4-carbonyl)oxy)propoxy)acetoxy)spiro[bicyclo[3.2.1]octane-8,1'-pyrrolidin]-8-ium formate C(=O)[O-].C1(=CC=CC=C1)C(C(=O)OC1CC2CCC(C1)[N+]21CCCC1)(OC(CC)OC(=O)C1CCOCC1)C1=CC=CC=C1